BrC=1C=C(C=C2C(N(C(=NC12)SC)C)=O)C 8-bromo-3,6-dimethyl-2-(methylthio)quinazolin-4(3H)-one